FC1(CCCC=2C(=NC(=NC12)N1[C@H](CC1)C)N1CC(C1)CC(=O)OC)F methyl (S)-2-(1-(8,8-difluoro-2-(2-methylazetidin-1-yl)-5,6,7,8-tetrahydroquinazolin-4-yl)azetidin-3-yl)acetate